(6,6'-dimethoxybiphenyl-2,2'-diyl)bis[bis(3,5-dimethyl-4-methoxy-phenyl)phosphine] COC1=CC=CC(=C1C1=C(C=CC=C1OC)P(C1=CC(=C(C(=C1)C)OC)C)C1=CC(=C(C(=C1)C)OC)C)P(C1=CC(=C(C(=C1)C)OC)C)C1=CC(=C(C(=C1)C)OC)C